FC(CN1C(=NC2=NC=C(C=C21)C=2C=CN1N=C(N=CC12)NC1CCC(CC1)(O)C)C)F 4-((5-(1-(2,2-difluoroethyl)-2-methyl-1H-imidazo[4,5-b]pyridin-6-yl)pyrrolo[2,1-f][1,2,4]triazin-2-yl)amino)-1-methylcyclohexane-1-ol